tert-butyl 4-(4-((4-(4-morpholino-7-((2-(trimethylsilyl)ethoxy)methyl)-7H-pyrrolo[2,3-d]pyrimidin-6-yl)phenyl)carbamoyl)piperazin-1-yl)piperidine-1-carboxylate O1CCN(CC1)C=1C2=C(N=CN1)N(C(=C2)C2=CC=C(C=C2)NC(=O)N2CCN(CC2)C2CCN(CC2)C(=O)OC(C)(C)C)COCC[Si](C)(C)C